rac-methyl (R)-3-(benzyl(methyl)amino)-2-((tert-butoxycarbonyl)amino)propanoate C(C1=CC=CC=C1)N(C[C@H](C(=O)OC)NC(=O)OC(C)(C)C)C |r|